C(C)(C)(C)OC(=O)NCCCCCCCCCCCCN N-t-butoxycarbonyl-1,12-dodecanediamine